[8-Fluoro-4-iodo-7-(6-methylpyridin-3-yl)isoquinolin-1-yl]{[tert-butoxycarbonyl]amino}carboxylate FC=1C(=CC=C2C(=CN=C(C12)OC(=O)NC(=O)OC(C)(C)C)I)C=1C=NC(=CC1)C